l-3-Chloro-5-(3-isopropyl-5-(piperidin-4-yloxy)-1H-indol-2-yl)-1,4-dimethylpyridin-2(1H)-on ClC=1C(N(C=C(C1C)C=1NC2=CC=C(C=C2C1C(C)C)OC1CCNCC1)C)=O